C(CCC)OCCOCCOC=C(C)C1=CC=C(C=C1)C(=C)COCCOCCOCCCC 1-(1-(2-(2-butoxyethoxy)ethoxy)prop-1-en-2-yl)-4-(3-(2-(2-butoxyethoxy)ethoxy)prop-1-en-2-yl)benzene